(1s,3s)-3-hydroxy-3-methylcyclobutane-1-carbaldehyde OC1(CC(C1)C=O)C